C(N)(OC(C1=C(C=CC(=C1)C(C)=NOCC1=NC(=CC=C1)C)Cl)C)=O methyl-(2-chloro-5-[1-(6-methylpyridin-2-ylmethoxy-imino) ethyl] benzyl) carbamate